CC1=C(C=CC=C1)C=1[N+](=CC=C2C=CC=NC12)[O-] 8-(2-methylphenyl)-7-oxido-1,7-naphthyridin-7-ium